1,3,5-tris(3,5-di-tert-butyl-4-hydroxybenzyl)-1,3,5-triazin-2,4,6(1H,3H,5H)-trion C(C)(C)(C)C=1C=C(CN2C(N(C(N(C2=O)CC2=CC(=C(C(=C2)C(C)(C)C)O)C(C)(C)C)=O)CC2=CC(=C(C(=C2)C(C)(C)C)O)C(C)(C)C)=O)C=C(C1O)C(C)(C)C